[(2S,3R)-1-(4-chloro-6,7-dihydro-5H-cyclopenta[d]pyrimidin-2-yl)-2-methyl-azetidin-3-yl] benzoate C(C1=CC=CC=C1)(=O)O[C@H]1[C@@H](N(C1)C=1N=C(C2=C(N1)CCC2)Cl)C